2-(oxetan-3-yl)-6-(5-(((tetrahydro-2H-pyran-2-yl)oxy)methyl)-1-((trimethylsilyl)methyl)-1H-1,2,3-triazol-4-yl)-3-((2-(trimethylsilyl)ethoxy)methoxy)pyridine O1CC(C1)C1=NC(=CC=C1OCOCC[Si](C)(C)C)C=1N=NN(C1COC1OCCCC1)C[Si](C)(C)C